(S)-N'-((2-cyclopropyl-6,7-dihydro-5H-cyclopenta[b]pyridin-4-yl)carbamoyl)-4-(2-hydroxypropan-2-yl)thiophene-2-sulfonimidamide C1(CC1)C1=CC(=C2C(=N1)CCC2)NC(=O)N=[S@@](=O)(N)C=2SC=C(C2)C(C)(C)O